4,4'-bis(diglycidylamino)benzophenone C(C1CO1)N(C1=CC=C(C(=O)C2=CC=C(C=C2)N(CC2CO2)CC2CO2)C=C1)CC1CO1